N-(5-(benzo[d]oxazol-2-yl)-8-(methylamino)-2,7-naphthyridin-3-yl)propionamide O1C(=NC2=C1C=CC=C2)C2=C1C=C(N=CC1=C(N=C2)NC)NC(CC)=O